C(=O)O.C(=O)(OC(C)(C)C)N1[C@@H](CCC1)C(=O)O Boc-proline formate